Tert-Butyl (2-(4-benzylmorpholin-2-yl)propan-2-yl)(methyl)carbamate C(C1=CC=CC=C1)N1CC(OCC1)C(C)(C)N(C(OC(C)(C)C)=O)C